4-[2-chloro-4-[6-(cyclobutoxy)-2-pyridyl]-6-fluoro-phenoxy]butanoic acid ClC1=C(OCCCC(=O)O)C(=CC(=C1)C1=NC(=CC=C1)OC1CCC1)F